dimethyl-(5-methylthienyl)(methyl)methylene(cyclopentadienyl)(2,7-di-tert-butylfluorenyl)hafnium C[Hf](C1=C(C=CC=2C3=CC=C(C=C3CC12)C(C)(C)C)C(C)(C)C)(C1C=CC=C1)(=C(C)C=1SC(=CC1)C)C